N[C@@H]1C2=CC=CC=C2CC12CCN(CC2)C=2N=CC=1C(N2)=NN(C1)C1=C(C=CC=C1Cl)O (S)-2-(6-(1-amino-1,3-dihydrospiro[indene-2,4'-piperidine]-1'-yl)-2H-pyrazolo[3,4-d]pyrimidin-2-yl)-3-chlorophenol